tert-butyl (5-(5-(7-(3-chloro-2-fluoro-6-(1H-tetrazol-1-yl)phenyl)-1-methyl-5-oxo-1,2,3,5-tetrahydroindolizin-3-yl)-1H-imidazol-2-yl)-6-fluoropyridin-2-yl)carbamate ClC=1C(=C(C(=CC1)N1N=NN=C1)C1=CC(N2C(CC(C2=C1)C)C1=CN=C(N1)C=1C=CC(=NC1F)NC(OC(C)(C)C)=O)=O)F